(2R,3R,4S,5R)-5-(4-AMINO-2-CHLORO-7H-PYRROLO[2,3-D]PYRIMIDIN-7-YL)-4-FLUORO-2-(HYDROXYMETHYL)TETRAHYDROFURAN-3-OL NC=1C2=C(N=C(N1)Cl)N(C=C2)[C@H]2[C@H]([C@@H]([C@H](O2)CO)O)F